N1(CCC1)CC(C(=O)NC(C)(C)C1=C(C(=CC=C1)C)OC)C 3-(azetidin-1-yl)-N-(2-(2-methoxy-3-methyl-phenyl)propan-2-yl)-2-methylpropanamide